C(C1=CC=CC=C1)N1C(C2(C3=CC=CC=C13)CCC(CC2)(C(=O)O)NC2=CC(=CC=C2)Br)=O (1r,4r)-1'-benzyl-4-(3-bromoanilino)-2'-oxo-1',2'-dihydrospiro[cyclohexane-1,3'-indole]-4-carboxylic acid